C(C)(C)N1C[C@@H]([C@H](CC1)NC(=O)C1=CC(=CC=2N(C=NC21)CC(F)(F)F)C#CCNC=2C(OC)=CC=C(C2)C(NC)=O)C N-[(3S,4S)-1-isopropyl-3-methyl-4-piperidyl]-6-{3-[4-(N-methylcarbamoyl)-2-anisidino]-1-propynyl}-1-(2,2,2-trifluoroethyl)-1H-1,3-benzimidazole-4-carboxamide